C(C)C(C(=O)[O-])CCCC.OC(C[N+](C)(C)C)C N-(2-hydroxypropyl)-N,N,N-trimethyl-ammonium 2-ethylhexanoate